C(C)(=O)N1C2CC(CC1CC2)C(=O)N2C(CC(C2)F)C(=O)NC(C2=CC=C(C=C2)C(C)C)C2=CC=CC=C2 1-{8-acetyl-8-azabicyclo[3.2.1]octane-3-carbonyl}-4-fluoro-N-{phenyl[4-(propan-2-yl)phenyl]methyl}pyrrolidine-2-carboxamide